OC=1C(NC(C1C1=CC=CC=C1)=O)=O 3-hydroxy-4-phenyl-1H-pyrrole-2,5-dione